C(C1=CC=CC=C1)N1C[C@H]([C@@H](CC1)C(=O)N1CCC(CC1)(O)CN1C=NC2=C(C1=O)N=C(C=C2)Cl)C2=CC=CC=C2 3-[[1-[(3R,4R)-1-benzyl-3-phenyl-piperidine-4-carbonyl]-4-hydroxy-4-piperidinyl]methyl]-6-chloro-pyrido[3,2-d]pyrimidin-4-one